N-((5-(2-aminophenyl)-1-(tetrahydro-2H-pyran-2-yl)-1H-pyrazol-3-yl)methyl)-2-(trifluoromethoxy)benzamide NC1=C(C=CC=C1)C1=CC(=NN1C1OCCCC1)CNC(C1=C(C=CC=C1)OC(F)(F)F)=O